ClC=1C=CC=C2C=C(C=C(C12)C1=C(C=C2C(=NC(=NC2=C1F)OCC12CCCN2CCC1)N1C[C@@H](N(CC1)C(C(=C)F)=O)CC#N)F)O 2-((2S)-4-(7-(8-chloro-3-hydroxynaphthalen-1-yl)-6,8-difluoro-2-((Tetrahydro-1H-pyrrolizin-7a(5H)-yl)methoxy)quinazolin-4-yl)-1-(2-fluoroacryloyl)piperazin-2-yl)acetonitrile